1-[2-amino-1-(4-methoxyphenyl)ethyl]cyclohexanol NCC(C1=CC=C(C=C1)OC)C1(CCCCC1)O